N-[3-[tert-butyl(dimethyl)silyl]oxy-2-methyl-propyl]-6,7-dichloro-3-(1H-pyrazol-4-yl)-1H-indol-4-amine [Si](C)(C)(C(C)(C)C)OCC(CNC=1C=2C(=CNC2C(=C(C1)Cl)Cl)C=1C=NNC1)C